N-(3-((1r,3S)-3-(cyanomethyl)-1-(4-methyl-4H-1,2,4-triazol-3-yl)cyclobutyl)phenyl)-7-(((S)-3-methylpiperidin-1-yl)methyl)-1H-pyrrolo[3,2-b]pyridine-5-carboxamide C(#N)CC1CC(C1)(C1=NN=CN1C)C=1C=C(C=CC1)NC(=O)C1=CC(=C2C(=N1)C=CN2)CN2C[C@H](CCC2)C